2-methoxy-5-(2-(5-methyl-2-(2-methylbenzo[d]thiazol-5-yl)piperidin-1-yl)-2-oxoacetamido)nicotinamide COC1=C(C(=O)N)C=C(C=N1)NC(C(=O)N1C(CCC(C1)C)C=1C=CC2=C(N=C(S2)C)C1)=O